(E)-2-benzylidenehydrazine-1-carboxamide C(/C1=CC=CC=C1)=N\NC(=O)N